C(C)(C)(C)OC(=O)C1=NC2=CC=CC=C2N=C1CCCCCOS(=O)(=O)C1=CC=C(C)C=C1 3-[5-(p-toluenesulfonyloxy)pentyl]Quinoxaline-2-carboxylic acid tert-butyl ester